(4-(methylthio)quinolin-3-yl)boric acid CSC1=C(C=NC2=CC=CC=C12)OB(O)O